N[C@@H](C(C)C)CC(=O)O E-β-Leucine